4,5-Dichloro-N-((S)-1-(2-chloro-N-(((S)-2-oxopyrrolidin-3-yl)methyl)acetamido)-5-methyl-2-oxohexan-3-yl)thiophene-2-carboxamide ClC=1C=C(SC1Cl)C(=O)N[C@H](C(CN(C(CCl)=O)C[C@H]1C(NCC1)=O)=O)CC(C)C